C(C)(C)C=1C=C(C2=CC=CC=C2C1)C1(CC1)NC(C1=C(C=CC(=C1)OCC1N(CC1)C)C)=O N-(1-(3-Isopropylnaphthalen-1-yl)cyclopropyl)-2-methyl-5-((1-methyl-azetidin-2-yl)methoxy)benzamide